2-({[tert-butyl (dimethyl) silyl] oxy} methyl)-3-hydroxypiperidine-1-carboxylate [Si](C)(C)(C(C)(C)C)OCC1N(CCCC1O)C(=O)[O-]